C(C)(C)(C)OOC(C)CCC(C)OOC(C)(C)C 2,5-di-(tert-butylperoxy)hexane